tert-butyl rac-(2S,5R)-4-ethyl-5-methyl-2-phenyl-piperazine-1-carboxylate C(C)N1C[C@@H](N(C[C@H]1C)C(=O)OC(C)(C)C)C1=CC=CC=C1 |r|